[Si](C)(C)(C(C)(C)C)OC[C@]1(O[C@H]([C@H]2[C@@H]1OC(O2)(C)C)C2=CSC1=C2N=CN=C1NC(OC(C)(C)C)=O)CO tert-butyl (7-((3aS,4S,6R,6aS)-6-(((tert-butyldimethylsilyl)oxy)methyl)-6-(hydroxymethyl)-2,2-dimethyltetrahydrofuro[3,4-d][1,3]dioxol-4-yl)thieno[3,2-d]pyrimidin-4-yl)carbamate